COC(=O)C1CCN(CC1)C(=O)C1=C(N=C(S1)C1=C(C(=C(C(=C1)F)F)O)F)C 1-(4-methyl-2-(2,4,5-trifluoro-3-hydroxyphenyl)thiazole-5-carbonyl)piperidine-4-carboxylic acid methyl ester